N-[4-[1-(1,4-dioxaspiro[4.5]dec-8-yl)-4-(8-oxa-3-azabicyclo[3.2.1]oct-3-yl)-1H-pyrazolo[3,4-d]pyrimidin-6-yl]phenyl]-N'-methylurea CNC(=O)NC1=CC=C(C=C1)C2=NC3=C(C=NN3C4CCC5(CC4)OCCO5)C(=N2)N6CC7CCC(C6)O7